C(C=C)N1N(C2=NC=NC=C2C1=O)C1=NC(=CC=C1)C(C)(C)O 2-Allyl-1-[6-(1-hydroxy-1-methyl-ethyl)-2-pyridyl]-3-oxo-pyrazolo[3,4-d]pyrimidin